N1CC(CCC1)C(=O)OC1=C(C(=C(C(=C1)C(C)C)O)C(C)C)CC Ethyl-(4-hydroxy-3,5-diisopropylphenyl) piperidine-3-carboxylate